C(#N)C(CNC=1C(=CC=C2C=CC(=CC12)C1=CC=CC(=N1)C(=O)NCC=1C=NC=CC1)OC)=C 6-{8-[(2-cyano-2-methylideneethyl)amino]-7-methoxynaphthalen-2-yl}-N-[(pyridin-3-yl)methyl]pyridine-2-carboxamide